C(C)(C)C=1C(=CC2=C(N(C(N2)=O)[C@@H]2CN(CCC2)CC(=O)N)C1)C=1C=C(C=2N(C1)N=CN2)OC (S)-2-(3-(6-isopropyl-5-(8-methoxy-[1,2,4]triazolo[1,5-a]pyridin-6-yl)-2-oxo-2,3-dihydro-1H-benzo[d]imidazol-1-yl)piperidin-1-yl)acetamide